C(C)C(CC)NC=1C=C(C=2N(N1)C(=NN2)C(C)C)NC2=NC=CC=C2 N6-(1-ethylpropyl)-3-isopropyl-N8-(2-pyridyl)-[1,2,4]triazolo[4,3-b]pyridazine-6,8-diamine